FC(C=1C(=C(C=CC1)[C@@H](C)NC1=NC(=NC2=CC(=C(C=C12)OC)C(=O)N1CCOCC1)C)F)F (R)-(4-((1-(3-(difluoromethyl)-2-Fluorophenyl)ethyl)amino)-6-methoxy-2-methylquinazolin-7-yl)(morpholino)methanone